C(C)(C)[C@H]1CO[C@@]23CCN(C[C@H]3CCC(N21)=O)C(=O)OCCC2=CC=C(C=C2)C(F)(F)F 2-[4-(trifluoromethyl)phenyl]ethyl (3S,7aR,11aR)-3-isopropyl-5-oxo-2,3,6,7,7a,8,10,11-octahydrooxazolo[2,3-j][1,6]naphthyridine-9-carboxylate